N-(4-FLUOROPHENYL)4-BORONOBENZENESULFONAMIDE FC1=CC=C(C=C1)NS(=O)(=O)C1=CC=C(C=C1)B(O)O